O=C1N(CC2=CC(=CC=C12)N1CCCCC1)C1=CC2=C(NC(=N2)C2CCN(CC2)C(=O)OC(C)(C)C)C=C1 tert-butyl 4-(5-(1-oxo-5-(piperidin-1-yl)-1,3-dihydro-2H-isoindol-2-yl)-1H-benzimidazol-2-yl)piperidine-1-carboxylate